BrC=1C=C2C(N(C=NC2=CC1)C1=NC(=CC=C1)C1=NN=CN1C(C)C)=O 6-bromo-3-(6-(4-isopropyl-4H-1,2,4-triazol-3-yl)pyridin-2-yl)quinazolin-4(3H)-one